3-((tert-butyldimethylsilyl)oxy)cyclopentan-1-ol [Si](C)(C)(C(C)(C)C)OC1CC(CC1)O